4-Chloro-N-(2-methylquinolin-8-yl)benzamide ClC1=CC=C(C(=O)NC=2C=CC=C3C=CC(=NC23)C)C=C1